(3S)-3-[[(2S)-2-cyclopentyl-2-[9H-fluoren-9-ylmethoxycarbonyl(methyl)amino]acetyl]-methyl-amino]-4-[methyl(propyl)amino]-4-oxobutanoic acid C1(CCCC1)[C@@H](C(=O)N([C@@H](CC(=O)O)C(=O)N(CCC)C)C)N(C)C(=O)OCC1C2=CC=CC=C2C=2C=CC=CC12